C1N(CCC2=CC=CC=C12)C[C@H](CN1C(C2=CC=C(C=C2CC1)N1C(CCCC1)=O)=O)O 2-[(2R)-3-(3,4-Dihydro-1H-isochinolin-2-yl)-2-hydroxy-propyl]-6-(2-oxo-1-piperidyl)-3,4-dihydroisochinolin-1-on